Benzyl (1R,4R)-4-(((1-(2,6-dioxopiperidin-3-yl)-3-methyl-2-oxo-2,3-dihydro-1H-benzo[d]imidazol-5-yl)amino)methyl)cyclohexane-1-carboxylate O=C1NC(CCC1N1C(N(C2=C1C=CC(=C2)NCC2CCC(CC2)C(=O)OCC2=CC=CC=C2)C)=O)=O